4-(2-methoxyphenyl)-2-methylisoquinolin-1-one COC1=C(C=CC=C1)C1=CN(C(C2=CC=CC=C12)=O)C